N1C=NC2=C1C=CC(=C2)N2C(OC[C@@H]2C2=CC=C(C=C2)CCCOC)=O (S)-3-(1H-benzo[d]imidazol-5-yl)-4-(4-(3-methoxypropyl)phenyl)oxazolidin-2-one